((6-hydroxy-5'-methyl-4-pentyl-2'-(prop-1-en-2-yl)-1',2',3',4'-tetrahydro-[1,1'-biphenyl]-2-yl)oxy)methyl methyl phenyl phosphate P(=O)(OCOC1=C(C(=CC(=C1)CCCCC)O)C1C(CCC(=C1)C)C(=C)C)(OC)OC1=CC=CC=C1